methyl (Z)-3-methoxy-2-[3-(3-methylpyrazol-1-yl)phenoxy]prop-2-enoate CO\C=C(\C(=O)OC)/OC1=CC(=CC=C1)N1N=C(C=C1)C